COC=1C=C(CNC(C)=O)C=CC1OC N-(3,4-dimethoxybenzyl)acetamide